acryloxydecyldibromomethylsilane C(C=C)(=O)OCCCCCCCCCC[SiH2]C(Br)Br